(R)-3-(3,4-difluorophenyl)-1-methyl-1-(5-oxo-1,4,5,6,7,8,9,10-octahydro-2H-pyrano[3,4-c]quinolin-10-yl)urea FC=1C=C(C=CC1F)NC(N([C@H]1C=2C3=C(C(NC2CCC1)=O)COCC3)C)=O